[Cl-].NC1=NC=C(C(=N1)C(F)F)C1=NC(=NC(=N1)N1CCOCC1)N1CCN(CC1)C(COC[C@H]1C[NH2+]CCC1)=O (R)-3-((2-(4-(4-(2-amino-4-(difluoromethyl)pyrimidin-5-yl)-6-morpholino-1,3,5-triazin-2-yl)piperazin-1-yl)-2-oxoethoxy)methyl)piperidin-1-ium chloride